4-benzyloxy-2-(4-tert-butyl-2-methyl-phenyl)-6-oxido-1,6-naphthyridin-6-ium C(C1=CC=CC=C1)OC1=CC(=NC2=CC=[N+](C=C12)[O-])C1=C(C=C(C=C1)C(C)(C)C)C